S(=O)(=O)(O)C1=NC=CC=C1SC[C@H](N)C(=O)O S-(2-sulfopyridyl)-L-cysteine